Benzyl (4-(4-(4-fluorophenyl)-1-(oxetan-3-yl)-1H-imidazol-5-yl)pyrimidin-2-yl)carbamate FC1=CC=C(C=C1)C=1N=CN(C1C1=NC(=NC=C1)NC(OCC1=CC=CC=C1)=O)C1COC1